C(#N)C=1C=NC2=CC(=C(C=C2C1NC1=CC=C(C=C1)OC)NC(\C=C\CN(C)C)=O)OCC (E)-N-(3-cyano-7-ethoxy-4-((4-methoxyphenyl)amino)quinolin-6-yl)-4-(dimethylamino)but-2-enamide